(S)-9-benzyl-4-isopropyl-2-methyl-1-oxa-4,9-diazaspiro[5.5]undecan-3-one C(C1=CC=CC=C1)N1CCC2(CN(C([C@@H](O2)C)=O)C(C)C)CC1